FC1=C(C=CC=C1[C@H]1NCCC1)C=1N=C2SC3=C(N2C1)C=CC(=C3)C(=O)NCCCN3CCC(CC3)F (S)-2-(2-fluoro-3-(pyrrolidin-2-yl)phenyl)-N-(3-(4-fluoropiperidin-1-yl)propyl)benzo[d]imidazo[2,1-b]thiazole-7-carboxamide